ONC(C1=CC=C(C=C1)NC([C@@H](C(C)C)C1=CC=CC=C1)=O)=O (S)-N-Hydroxy-4-(3-methyl-2-phenylbutanamido)benzamide